n-propyl (trifluoromethyl) fluorophosphate P(=O)(OCCC)(OC(F)(F)F)F